N-(6-(1-methyl-1H-1,2,3-triazol-4-yl)isoquinolin-3-yl)piperidine-4-carboxamide CN1N=NC(=C1)C=1C=C2C=C(N=CC2=CC1)NC(=O)C1CCNCC1